C1(CCCCC1)OC=1C=C2C=CC(=CC2=CC1)OC1=CC=C(C=C1)CC(=O)NC1=CC=CC=C1 4-(6-cyclohexyloxy-2-naphthyloxy)phenylacetanilide